CSC=1C=C(C=CC1)C1=CC=C(C=C1)N1N=NC(=C1)C=1C=C(C(=O)O)C=CC1 3-(1-(3'-(methylthio)-[1,1'-biphenyl]-4-yl)-1H-1,2,3-triazol-4-yl)benzoic acid